N-hydroxy-3-((5-oxo-5,6-dihydro-12H-[1,3]dioxolo[4',5':5,6]indolo[3,2-c]isoquinolin-12-yl)methyl)benzamide ONC(C1=CC(=CC=C1)CN1C2=CC3=C(C=C2C=2NC(C4=CC=CC=C4C21)=O)OCO3)=O